N-(4-(7-((3-(difluoromethyl)bicyclo[1.1.1]pentan-1-yl)oxy)-1,3,4,5-tetrahydro-2H-benzo[c]azepin-2-yl)-2,6-dimethylphenyl)-3,3-dimethylbutyramide FC(C12CC(C1)(C2)OC2=CC1=C(CN(CCC1)C1=CC(=C(C(=C1)C)NC(CC(C)(C)C)=O)C)C=C2)F